N-[1-[(6-bromo-2-fluoro-3-pyridyl)carbamoyl]-2,2-dicyclopropyl-ethyl]-2-ethyl-pyrazole-3-carboxamide BrC1=CC=C(C(=N1)F)NC(=O)C(C(C1CC1)C1CC1)NC(=O)C=1N(N=CC1)CC